The molecule is a tertiary amine in which the nitrogen is substituted by methyl, alpha-naphthylmethyl, and (1E)-cinnamyl groups. It is used (usually as its hydrochloride salt) for the treatment of fungal skin infections. It has a role as an EC 1.14.13.132 (squalene monooxygenase) inhibitor and a sterol biosynthesis inhibitor. It is a member of naphthalenes, a tertiary amine and an allylamine antifungal drug. CN(C/C=C/C1=CC=CC=C1)CC2=CC=CC3=CC=CC=C32